(2-hydroxy-5-methylphenyl)boric acid OC1=C(C=C(C=C1)C)OB(O)O